N-(4-fluoro-5-(((2S,4R)-4-((6-methoxypyrimidin-4-yl)oxy)-2-methylpyrrolidin-1-yl-4-d)methyl)thiazol-2-yl)acetamide FC=1N=C(SC1CN1[C@H](C[C@@](C1)([2H])OC1=NC=NC(=C1)OC)C)NC(C)=O